4-hydroxy-1-isopropyl-5-oxo-2,5-dihydro-1H-pyrrole-3-carboxylic acid OC1=C(CN(C1=O)C(C)C)C(=O)O